C(C)(C)(C1(CCCCC1)N=C=O)C1(CCCCC1)N=C=O isopropylidenebis(cyclohexyl) isocyanate